C(C)(C)N1N=NC(=C1)COC=1C=CC(=C2CCN([C@@H](C12)CN1C(C2=CC=CC=C2C1)=O)C(=O)[C@H]1[C@H](CCCC1)C(=O)O)OC (1S,2R)-2-((S)-8-((1-isopropyl-1H-1,2,3-triazol-4-yl)methoxy)-5-methoxy-1-((1-oxoisoindolin-2-yl)methyl)-1,2,3,4-tetrahydroisoquinoline-2-carbonyl)cyclohexane-1-carboxylic acid